(R)-N-((5-cyclohexylpyridin-2-yl)methyl)-N-(5-fluoro-1-trityl-1H-indazol-6-yl)-1-((perfluorophenyl)sulfonyl)azetidine-2-carboxamide C1(CCCCC1)C=1C=CC(=NC1)CN(C(=O)[C@@H]1N(CC1)S(=O)(=O)C1=C(C(=C(C(=C1F)F)F)F)F)C1=C(C=C2C=NN(C2=C1)C(C1=CC=CC=C1)(C1=CC=CC=C1)C1=CC=CC=C1)F